1-(trans-4-(4-chloro-3-fluorophenyl)-1-(2-methoxyethyl)pyrrolidin-3-yl)-3-(4-methyl-3-(1-methyl-2-oxo-1,2-dihydropyridin-4-yl)-1-phenyl-1H-pyrazole-5-yl)urea ClC1=C(C=C(C=C1)[C@H]1[C@@H](CN(C1)CCOC)NC(=O)NC1=C(C(=NN1C1=CC=CC=C1)C1=CC(N(C=C1)C)=O)C)F